BrC=1C=C(C(=NC1)OCC1OC(OC1)(C)C)N 5-bromo-2-((2,2-dimethyl-1,3-dioxolan-4-yl)methoxy)pyridin-3-amine